C1(CCCC1)C(CB1OC(C(O1)(C)C)(C)C)C 2-(2-cyclopentylpropyl)-4,4,5,5-tetramethyl-1,3,2-dioxaborolane